O=C1C=C2CC[C@H]3[C@@H]4CC[C@@H]([C@@]4(C)CC[C@@H]3[C@]2(CC1)C)OC(CCCCCCCCCCCC)=O.BrC=1C=C2C=CN(C2=CC1)CC(=O)N1CCCCC1 2-(5-bromoindol-1-yl)-1-(piperidin-1-yl)ethan-1-one (17β)-3-oxoandrost-4-en-17-YL-tridecanoate